Methyl 3α-(ethoxycarbonyl)oxy-6α-ethyl-11β-hydroxy-7-keto-5β-cholan-24-oate C(C)OC(=O)O[C@H]1C[C@H]2[C@H](C([C@H]3[C@@H]4CC[C@H]([C@@H](CCC(=O)OC)C)[C@]4(C[C@@H]([C@@H]3[C@]2(CC1)C)O)C)=O)CC